2'-oxo-1',4'-dihydro-2'H-spiro[pyrrolidine-3,3'-quinoline]-1-nitrile O=C1NC2=CC=CC=C2CC12CN(CC2)C#N